(S)-4,4-Difluoro-1-(2-((S)-3-((2-oxo-1,2-dihydrochinolin-5-yl)oxy)pyrrolidin-1-yl)acetyl)pyrrolidin-2-carbonitril FC1(C[C@H](N(C1)C(CN1C[C@H](CC1)OC1=C2C=CC(NC2=CC=C1)=O)=O)C#N)F